N1=C(C=CC=2CCCNC12)CCN1C=NC(=C1)C(=O)O (2-(5,6,7,8-tetrahydro-1,8-naphthyridin-2-yl)ethyl)-1H-imidazole-4-carboxylic acid